C1(CC1)S(=O)(=O)NC1=CC(=NC=C1)C(=O)O 4-cyclopropanesulfonamidopyridine-2-carboxylic acid